OCC=1C=C(C=C(C1)OC)C1=CC=C(C(=N1)N1C(C[C@@H](C1)C)(C)C)C(=O)NS(=O)(=O)C=1C(NC=CC1)=O 6-[3-(Hydroxymethyl)-5-methoxyphenyl]-N-[(2-oxo-1H-pyridin-3-yl)sulfonyl]-2-[(4S)-2,2,4-trimethylpyrrolidin-1-yl]pyridin-3-carboxamid